6-bromo-hexanoic acid BrCCCCCC(=O)O